((R)-1-((R)-3-methoxy-2-(pyrazine-2-carboxamido)propanamido)-4-(3-methoxyphenyl)butyl)boronic acid COC[C@H](C(=O)N[C@@H](CCCC1=CC(=CC=C1)OC)B(O)O)NC(=O)C1=NC=CN=C1